C1=CC=CC=2OC3=CC=CC=C3C3(C12)C1=CC=CC=C1C=1C=CC=CC13 spiro-(fluorene-9,9'-xanthene)